1-(4-(2-(benzyl(methyl)amino)-5,6,7,8-tetrahydrobenzo[4,5]thieno[2,3-d]pyrimidin-4-yl)piperazin-1-yl)prop-2-en-1-one C(C1=CC=CC=C1)N(C=1N=C(C2=C(N1)SC1=C2CCCC1)N1CCN(CC1)C(C=C)=O)C